methyl-phenylhexanone CC(C(CCCC)=O)C1=CC=CC=C1